3-(4-((3-benzyl-9-methyl-4H,6H-thieno[2,3-e][1,2,4]triazolo[3,4-c][1,4]oxazepin-2-yl)ethynyl)-1H-pyrazol-1-yl)propan-1-ol C(C1=CC=CC=C1)C1=C(SC=2N3C(COCC21)=NN=C3C)C#CC=3C=NN(C3)CCCO